C(C)C1=NC=CC=C1C(C)N1N=NC=2CN(CCC21)C(=O)OC(C)(C)C tert-butyl 1-[1-(2-ethylpyridin-3-yl) ethyl]-1H,4H,5H,6H,7H-[1,2,3]triazolo[4,5-c]pyridine-5-carboxylate